Methyl (4R)-4-(tert-butoxycarbonylamino)-5-hydroxy-pentanoate C(C)(C)(C)OC(=O)N[C@H](CCC(=O)OC)CO